o-sec-butyl-phenol C(C)(CC)C1=C(C=CC=C1)O